Methyl (R)-2-(4-(2-((6-(3-(2-ethoxyphenoxy)piperidin-1-yl)pyridin-2-yl)amino)-2-oxoethyl)phenyl)acetate C(C)OC1=C(O[C@H]2CN(CCC2)C2=CC=CC(=N2)NC(CC2=CC=C(C=C2)CC(=O)OC)=O)C=CC=C1